O1N=CC(=C1)CN=S(=O)(CC=1N=C2N(C=C(C=C2)C2=NOC(=N2)C(F)(F)F)C1)C ((isoxazol-4-ylmethyl)imino)(methyl)((6-(5-(trifluoromethyl)-1,2,4-oxadiazol-3-yl)imidazo[1,2-a]pyridin-2-yl)methyl)-λ6-sulfanone